diepoxypropane C12C(C)(O1)O2